C(CC)C1=NNC=N1 3-Propyl-1,2,4-triazole